(3-{6-oxo-4-[6-(2,2,2-trifluoroethoxy)pyridin-3-yl]-1,6-dihydropyrimidin-2-yl}-4-(trifluoromethyl)benzyl)isobutyramide O=C1C=C(N=C(N1)C=1C=C(CC(C(=O)N)(C)C)C=CC1C(F)(F)F)C=1C=NC(=CC1)OCC(F)(F)F